N1CC(CC1)C1=NC=CC=C1 2-pyrrolidin-3-ylpyridine